((3S,6S)-6-((S)-1-(4-fluorophenyl)-1,2,3,4-tetrahydroisoquinoline-2-carbonyl)-4-oxotetrahydro-2H-pyran-3-yl)carbamic acid tert-butyl ester C(C)(C)(C)OC(N[C@H]1CO[C@@H](CC1=O)C(=O)N1[C@H](C2=CC=CC=C2CC1)C1=CC=C(C=C1)F)=O